NCC1=C(C=CC(=C1)Cl)CN1C([C@H](CS(C2=C1C=C(C(=C2)F)C=2OC(=NN2)C(C)(C)C)(=O)=O)NC(OC(C)(C)C)=O)=O tert-butyl N-[(3R)-5-[[2-(aminomethyl)-4-chloro-phenyl]methyl]-7-(5-tert-butyl-1,3,4-oxadiazol-2-yl)-8-fluoro-1,1,4-trioxo-2,3-dihydro-1λ6,5-benzothiazepin-3-yl]carbamate